C(C)(C)(C)P(C1=C(C=CC=C1)N1N=C(C=C1C1=CC=CC=C1)C1=CC=CC=C1)C(C)(C)C 1-[2-[bis(t-butyl)phosphino]phenyl]-3,5-diphenyl-1H-pyrazole